ClC=1N=C(C=2OC[C@@H]3COC[C@H](N3C2N1)C)C(C)(C)O 2-((5R,8aS)-3-chloro-5-methyl-5,6,8a,9-tetrahydro-8H-7,10-dioxa-2,4,4b-triazaphenanthrene-1-yl)-propan-2-ol